FC(C1=CC(=NN1C)C1=NC(=NO1)C1(CC1)C1=C(C(=O)N)C=CC=C1)F 2-(1-(5-(5-(difluoromethyl)-1-methyl-1H-pyrazol-3-yl)-1,2,4-oxadiazol-3-yl)cyclopropyl)benzamide